FC(C=1C=CC(=NC1)N[C@@H]1CC[C@H](CC1)S(=O)(=N)C1=CC=C(C=C1)C1=CC(=NC=C1)C(=O)N)(F)F 4-(4-(trans-4-((5-(trifluoromethyl)pyridin-2-yl)amino)cyclohexane-1-sulfonimidoyl)phenyl)picolinamide